OC(C1=CC=2C(=NOC2C(=O)NC=2SC(=NN2)SC)C=C1)C1=CC=CC=C1 5-(hydroxy(phenyl)methyl)-N-(5-(methylsulfanyl)-1,3,4-thiadiazol-2-yl)benzo[c]isoxazole-3-carboxamide